ClC1=CC=C(C(=N1)C(=O)O)NC(C)C=1C=C(C=C2C(C=C(OC12)C1=CC=C2C(=N1)NC=C2)=O)C 6-Chloro-3-[1-[6-methyl-4-oxo-2-(1H-pyrrolo[2,3-b]pyridin-6-yl)chromen-8-yl]ethylamino]pyridine-2-carboxylic acid